NC1=C(C=CC=C1)C(CC)=O 1-(2-aminophenyl)propan-1-one